CC1C(N(CC(C1)C)C(C(=O)NC=1C=C(C=NC1)C(=O)N)=O)C1=CC=CC=C1 5-[[2-(3,5-dimethyl-2-phenyl-1-piperidyl)-2-oxo-acetyl]amino]pyridine-3-carboxamide